1-(9-Ethyl-1-methyl-beta-carbolin-6-yl)-3-(4-fluorophenyl)urea C(C)N1C2=CC=C(C=C2C=2C=CN=C(C12)C)NC(=O)NC1=CC=C(C=C1)F